7-(5-(5-(3,8-diazabicyclo[3.2.1]octan-3-yl)-1,3,4-thiadiazol-2-yl)-4-(((R)-tetrahydrofuran-3-yl)amino)pyridin-2-yl)pyrrolo[1,2-b]pyridazine-3-carbonitrile C12CN(CC(CC1)N2)C2=NN=C(S2)C=2C(=CC(=NC2)C2=CC=C1N2N=CC(=C1)C#N)N[C@H]1COCC1